NC1=C(C=2N(C=C1)C=CN2)C(C2=C(C=CC(=C2)F)Cl)NC(OC(C)(C)C)=O tert-Butyl ((7-aminoimidazo[1,2-a]pyridin-8-yl)(2-chloro-5-fluorophenyl)methyl)carbamate